ClC=1C=C(C=C(C1OC1=CC2=C(NC(N2C2(CC2)C)=O)C=C1)Cl)N1C(=NOC1=O)C(=O)N (3,5-dichloro-4-((3-(1-methylcyclopropyl)-2-oxo-2,3-dihydro-1H-benzo[d]imidazol-5-yl)oxy)phenyl)-5-oxo-4,5-dihydro-1,2,4-oxadiazole-3-carboxamide